aminodecyl-ammonium formate C(=O)[O-].NCCCCCCCCCC[NH3+]